O=C(CNC(=O)[C@H]1NCCOC1)NC=1SC2=C(N1)C=CC(=C2)OC(F)(F)F (S)-N-(2-oxo-2-((6-(trifluoromethoxy)benzo[d]thiazol-2-yl)amino)ethyl)morpholine-3-carboxamide